FC1=CC=C(C=C1)[C@@H]1NC[C@H](N(C1)C(C(C)C)=O)C |r| rac-1-((2R,5S)-5-(4-fluorophenyl)-2-methylpiperazin-1-yl)-2-methylpropan-1-one